O(C(=O)C)C(C=O)C acetoxyl-propionaldehyde